ClC=1C(=CC(=C(C1)NC(OCC1=CC=CC=C1)=O)F)OC1=NNC=C1 benzyl {5-chloro-2-fluoro-4-[(1H-pyrazol-3-yl)oxy]phenyl}carbamate